CN1CCN(CC1)C1=NC=CC(=C1)C1=CNC2=NC=C(C=C21)C=2C(=NN(C2C)C)C 3-(2-(4-methylpiperazin-1-yl)pyridin-4-yl)-5-(1,3,5-trimethyl-1H-pyrazol-4-yl)-1H-pyrrolo[2,3-b]pyridine